(2-cyano-2-(2-(3,5-dichloro-4-((5-isopropyl-1-methyl-6-oxo-1,6-dihydropyridin-3-yl) oxy) phenyl) hydrazono) acetyl) carbamate C(N)(OC(C(=NNC1=CC(=C(C(=C1)Cl)OC1=CN(C(C(=C1)C(C)C)=O)C)Cl)C#N)=O)=O